2-hydroxy-3-bromomethyl-5-methylbenzaldehyde OC1=C(C=O)C=C(C=C1CBr)C